CC(C(N)C1CCCCC1)(C)N 2-methyl-1-cyclohexylpropane-1,2-diamine